S1C(CC1)S[Sn]1(SSCCC1)SC1SCC1 bis(thietanylthio)dithiastanninan